FC=1C(NC2=CC=CC=C2C1)=O Fluoroquinolon